NC(C(C1CCCCC1)C1CCCCC1)C=1NC=2C(=NC=CC2)N1 2-(1-amino-2,2-dicyclohexylethyl)-1H-imidazo[4,5-b]Pyridine